B([O-])([O-])[O-].[SH3+].[SH3+].[SH3+] sulfonium borate salt